3-bromo-N-(pyridin-3-yl)-6-(4H-1,2,4-triazol-4-yl)picolinamide BrC=1C(=NC(=CC1)N1C=NN=C1)C(=O)NC=1C=NC=CC1